O=C1N(C(C2=CC=CC=C12)=O)CC12CC(C1)(C2)NC(OC(C)(C)C)=O tert-butyl (3-((1,3-dioxoisoindolin-2-yl)methyl)bicyclo[1.1.1]pentan-1-yl)carbamate